IC1=CC(=C(C=C1C)N(C(C#CC)=O)C=1C=CC=2C(N1)=CN(N2)C(COC)C)C N-(4-iodo-2,5-dimethylphenyl)-N-[2-(1-methoxypropan-2-yl)pyrazolo[4,3-b]pyridin-5-yl]but-2-ynamide